4-[3-[2,6-Dichloro-4-[(2R,3S)-2-methyl-3-morpholin-4-ylazetidin-1-yl]benzoyl]-2,4-dihydro-1,3-benzoxazin-8-yl]-5-fluoro-2-(3-oxa-8-azabicyclo[3.2.1]oct-8-yl)benzoic acid ClC1=C(C(=O)N2COC3=C(C2)C=CC=C3C3=CC(=C(C(=O)O)C=C3F)N3C2COCC3CC2)C(=CC(=C1)N1[C@@H]([C@H](C1)N1CCOCC1)C)Cl